18,21-Dihydroxyheptacosanoic acid OC(CCCCCCCCCCCCCCCCC(=O)O)CCC(CCCCCC)O